F[C@@H]1[C@H](CNC1)NC1=CC=CC(=N1)C1=CN=C2N1C=C(N=C2)N2C(CCC2)=O 1-(3-(6-(((3S,4S)-4-fluoropyrrolidin-3-yl)amino)pyridin-2-yl)imidazo[1,2-a]pyrazin-6-yl)pyrrolidin-2-one